4-((2-((4-cyanophenyl)amino)-6-(pyridin-3-ylmethyl)-5,6,7,8-tetrahydropyrido[4,3-d]pyrimidin-4-yl)oxy)-3,5-dimethylbenzonitrile C(#N)C1=CC=C(C=C1)NC=1N=C(C2=C(N1)CCN(C2)CC=2C=NC=CC2)OC2=C(C=C(C#N)C=C2C)C